di-tert-butyl-(2,5-dimethyl-2,5-bis(t-butylperoxy)hexane) C(C)(C)(C)C(C(C(C)(OOC(C)(C)C)C)C(C)(C)C)C(C)(OOC(C)(C)C)C